N-chlorobeta-alanine ClNCCC(=O)O